(S)-3-((9-ethyl-2-(((3S,4R)-1,1,1-trifluoro-4-hydroxypentan-3-yl)-amino)-9H-purin-6-yl)amino)-N-methylpyrrolidine-1-sulfonamide C(C)N1C2=NC(=NC(=C2N=C1)N[C@@H]1CN(CC1)S(=O)(=O)NC)N[C@@H](CC(F)(F)F)[C@@H](C)O